N1(CCC[C@H]2CCCC[C@H]12)CCCCN1N=CC=C(C1=O)C1=CC=CC=C1 2-{4-[(4aR,8aS)-decahydroquinolin-1-yl]butyl}-4-phenyl-2,3-dihydropyridazin-3-one